BrC=1C=C(C=C2C(=NN(C12)C(=O)OC(C)(C)C)N(C(=O)OC(C)(C)C)C(=O)OC(C)(C)C)C tert-butyl 7-bromo-3-(bis(tert-butyloxycarbonyl)amino)-5-methyl-1H-indazole-1-carboxylate